3-(3-((2-methoxyethyl)amino)cyclohexyl)urea COCCNC1CC(CCC1)NC(N)=O